O=C1N(C(C2=CC=CC=C12)=O)C(C(=O)O)CCN(CCCCC1=NC=2NCCCC2C=C1)CCOC 2-(1,3-dioxoisoindolin-2-yl)-4-[2-methoxyethyl-[4-(5,6,7,8-tetrahydro-1,8-naphthyridin-2-yl)butyl]amino]butanoic acid